C(CCCCCC)(=O)[O-].[Cu+2].[Cu+2].C(CCCCCC)(=O)[O-].C(CCCCCC)(=O)[O-].C(CCCCCC)(=O)[O-] di-copper heptanate